heptyl-decyl-ammonium nitrate [N+](=O)([O-])[O-].C(CCCCCC)[NH2+]CCCCCCCCCC